3-ethynyl-2,5,6-trifluorophenol C(#C)C=1C(=C(C(=C(C1)F)F)O)F